2',6'-dimethyl-3',4,5,6'-tetrahydro-2H-spiro[furan-3,8'-pyrrolo[2,3-g]quinazoline]-4',7'-dione CC1=NC2=CC3=C(C=C2C(N1)=O)N(C(C31COCC1)=O)C